4-oxa-3-silahept-6-yne CC[SiH2]OCC#C